2,3-dihydroterephthalic acid C(C=1CCC(C(=O)O)=CC1)(=O)O